FC1CN(C1)C1=C(C(=C(N=N1)OC1=C(C=C(C=C1)F)C)C(=O)NC1=CN=NC=C1)C 6-(3-Fluoroazetidin-1-yl)-3-(4-fluoro-2-methyl-phenoxy)-5-methyl-N-pyridazin-4-yl-pyridazin-4-carboxamide